F[C@@H]1C[C@@]2(CCCN2C1)C1CNCC=2N=C(N=C(C21)O)OC (2R,7aS)-2-fluorohexahydro-1H-pyrrolizin-7a-yl-(methoxy)-5,6,7,8-tetrahYdropyrido[3,4-d]pyrimidin-4-ol